(S)-2-(3-(2-fluorophenyl)-4-(2-methylpiperazin-1-yl)-1H-pyrrolo[3,2-c]pyridin-1-yl)isonicotinic acid FC1=C(C=CC=C1)C1=CN(C2=C1C(=NC=C2)N2[C@H](CNCC2)C)C=2C=C(C(=O)O)C=CN2